tert-butyl 2-(3,5-difluoro-4-(methoxycarbonyl) phenethyl)-3-oxopyrazolidine-1-carboxylate FC=1C=C(CCN2N(CCC2=O)C(=O)OC(C)(C)C)C=C(C1C(=O)OC)F